FC1=C(C=C2CCC(N(C2=C1)C)=O)C=1C=C(C=NC1)CNS(=O)(=O)CC ethanesulfonic acid [5-(7-fluoro-1-methyl-2-oxo-1,2,3,4-tetrahydro-quinolin-6-yl)-pyridin-3-ylmethyl]-amide